(1,2-dimethyl-5-trifluoromethyl-1H-indol-3-yl)-N-(4-fluorophenyl)propanamide CN1C(=C(C2=CC(=CC=C12)C(F)(F)F)C(C(=O)NC1=CC=C(C=C1)F)C)C